4-((2r,4r)-4-(cyclopropylmethoxy)-1-(5-methyl-1,6-dihydro-2H-furo[3,2-e]indol-1-yl)piperidin-2-yl)benzoic acid C1(CC1)CO[C@H]1C[C@@H](N(CC1)C1COC=2C1=C1C=CNC1=C(C2)C)C2=CC=C(C(=O)O)C=C2